methyl ((4-(aminomethyl)phenyl)(imino)methyl)carbamate trifluoroacetate salt FC(C(=O)O)(F)F.NCC1=CC=C(C=C1)C(=N)NC(OC)=O